1-((3S,5R,8R,9S,10S,13R,14S,17R)-14-hydroxy-10,13-dimethyl-17-(2-oxo-2H-pyran-5-yl)hexadecahydro-1H-cyclopenta[a]phenanthren-3-yl)-3-(2-morpholinoethyl)urea O[C@]12[C@@H]3CC[C@@H]4C[C@H](CC[C@@]4([C@H]3CC[C@@]2([C@H](CC1)C=1C=CC(OC1)=O)C)C)NC(=O)NCCN1CCOCC1